Cl.NC\C=C(\C(F)(F)S(=O)(=O)C1=C(C=CC=C1)N1CCS(CC1)(=O)=O)/F (Z)-4-(2-((4-amino-1,1,2-trifluorobut-2-en-1-yl)sulfonyl)phenyl)thiomorpholine 1,1-dioxide hydrochloride